4-(3-(5-fluoro-1H-indol-2-yl)-1-isobutyl-1H-pyrrolo[2,3-b]pyridine-6-carbonyl)-3,3-dimethylpiperazin-2-one FC=1C=C2C=C(NC2=CC1)C1=CN(C2=NC(=CC=C21)C(=O)N2C(C(NCC2)=O)(C)C)CC(C)C